2,2'-dichloro-2,2'-azobisbutane ClC(C)(CC)N=NC(C)(CC)Cl